4-vinyl-pyrimidine C(=C)C1=NC=NC=C1